(3R,3aS,6aR)-hexahydrofuro[2,3-b]furan-3-yl ((2S,3R)-1-(4-((diethoxyphosphoryl)methoxy)phenyl)-4-(N-(2-ethylbutyl)benzo[d]thiazole-6-sulfonamido)-3-hydroxybutan-2-yl)carbamate C(C)OP(=O)(OCC)COC1=CC=C(C=C1)C[C@@H]([C@@H](CN(S(=O)(=O)C1=CC2=C(N=CS2)C=C1)CC(CC)CC)O)NC(O[C@H]1CO[C@H]2OCC[C@H]21)=O